Tert-butyl (S)-4-(2-(4-(2-acetyl-5-chlorophenyl)-3-(difluoromethoxy)-6-oxopyridazin-1(6H)-yl)-3-phenylpropanamido)benzoate C(C)(=O)C1=C(C=C(C=C1)Cl)C=1C(=NN(C(C1)=O)[C@H](C(=O)NC1=CC=C(C(=O)OC(C)(C)C)C=C1)CC1=CC=CC=C1)OC(F)F